OC1C(N(C2=CC=CC=C2C1C1=CC=CC=C1)C)=O 3-hydroxy-1-methyl-4-phenyl-3,4-dihydroquinolin-2(1H)-one